C(=C)NP(=O)(NC=C)NC=C Trivinylphosphoramide